(R)-1-benzyl-3-(isopropoxymethyl)piperazine C(C1=CC=CC=C1)N1C[C@@H](NCC1)COC(C)C